4-(3-hydroxy-7-phenoxy-quinolin-2-yl)-4-oxo-butyric acid ethyl ester C(C)OC(CCC(=O)C1=NC2=CC(=CC=C2C=C1O)OC1=CC=CC=C1)=O